OC1=C(C=C(C=C1N1N=C2C(=N1)C=CC=C2)C(C)(C)CC(C)(C)C)CC2=C(C(=CC(=C2)C(C)(C)CC(C)(C)C)N2N=C1C(=N2)C=CC=C1)O bis[2-Hydroxy-5-t-octyl-3-(benzotriazol-2-yl)phenyl]-methan